tert-butyl 6-(2-cyanophenyl)-2-azaspiro[3.3]hept-5-ene-2-carboxylate C(#N)C1=C(C=CC=C1)C1=CC2(CN(C2)C(=O)OC(C)(C)C)C1